C(C1=CC=CC=C1)OC=1C=C(C=CC1)S(=O)(=O)N1CCC(CC1)NC(OC(C)(C)C)=O Tert-butyl N-{1-[3-(benzyloxy)benzenesulfonyl]piperidin-4-yl}carbamate